C(CC)N endo-propylamine